tert-Butyl 5-amino-7-(4-(trifluoromethyl)phenyl)-3,4-dihydroisoquinoline-2(1H)-carboxylate NC1=C2CCN(CC2=CC(=C1)C1=CC=C(C=C1)C(F)(F)F)C(=O)OC(C)(C)C